NCCNCCC[Si](OCC)(OCC)C N-(beta-aminoethyl)-gamma-aminopropylmethyldiethoxysilane